CS(=O)(=O)C1=CC=C(CC2CC3(CN(C3)C(=O)N3CC4(C3)NC(COC4)=O)CC2)C=C1 2-[6-(4-methanesulfonyl-benzyl)-2-azaspiro[3.4]octane-2-carbonyl]-8-oxa-2,5-diazaspiro[3.5]nonan-6-one